C(C)(C)(C)OC(=O)N1C(=CC2=CC(=C(C=C12)OC)OC)B(O)O (1-(tert-Butoxycarbonyl)-5,6-dimethoxy-1H-indol-2-yl)boronic acid